Cl.C12CN(CC(CC1)N2)C=2C=1N(N=CC2)C=C(C1)C1=CN=NC(=C1)OC 4-(3,8-diazabicyclo[3.2.1]oct-3-yl)-6-(6-methoxypyridazin-4-yl)pyrrolo[1,2-b]pyridazine hydrochloride